P(=O)(OC(C)(C)C)(OC(C)(C)C)OCOC1=CC(=C2C(C(=COC2=C1)C1=CC=C(C=C1)OCOP(=O)(OC(C)(C)C)OC(C)(C)C)=O)O di-tert-butyl (((3-(4-(((di-tert-butoxyphosphoryl)oxy)methoxy)phenyl)-5-hydroxy-4-oxo-4H-chromen-7-yl)oxy)-methyl) phosphate